heptadecan-9-yl 8-((3-(2-((furan-2-ylmethyl)thio)acetamido)propyl)(8-oxo-8-(undecan-3-yloxy)octyl)amino)octanoate O1C(=CC=C1)CSCC(=O)NCCCN(CCCCCCCC(=O)OC(CCCCCCCC)CCCCCCCC)CCCCCCCC(OC(CC)CCCCCCCC)=O